(3R)-3-{[2-(1-cyclopropyl-1H-pyrazol-4-yl)-7-(trifluoromethyl)[1,2,4]triazolo[1,5-c]quinazolin-5-yl]amino}azepin-2-one C1(CC1)N1N=CC(=C1)C1=NN2C(=NC=3C(=CC=CC3C2=N1)C(F)(F)F)NC=1C(N=CC=CC1)=O